Cl.COC(=O)C1(CCC2(OCCO2)CC1)N Methyl-8-amino-1,4-dioxaspiro[4.5]decan-8-carboxylat hydrochlorid